CN1[C@@H](CCC1)COC1=NC2C=CC=CC2C=C1CC#N (((S)-1-methylpyrrolidin-2-yl)methoxy)-4a,8a-dihydroquinoline-3-acetonitrile